C1=NC=CC2=C1OC1=C2C(C=C1)=O cyclopenta[4,5]furo[2,3-c]pyridin-5-one